6-allylaminopurine C(C=C)NC1=C2NC=NC2=NC=N1